(R)-7-cyclopropyl-6,6-dimethyl-2-((R)-3-methylmorpholino)-6,7-dihydropyrazolo[1,5-a]pyrazin-4(5H)-one C1(CC1)[C@@H]1C(NC(C=2N1N=C(C2)N2[C@@H](COCC2)C)=O)(C)C